N4-(1H-benzo[d]imidazol-2-yl)-N2-(3-(methylsulfonamido)phenyl)thiophene-2,4-dicarboxamide N1C(=NC2=C1C=CC=C2)NC(=O)C=2C=C(SC2)C(=O)NC2=CC(=CC=C2)NS(=O)(=O)C